CNC=1SC(=C(N1)C)C1=NC(=NC=C1)NC1=NC=C(C=C1)N1CCOCC1 N,4-dimethyl-5-(2-((5-morpholinopyridin-2-yl)amino)pyrimidin-4-yl)thiazol-2-amine